ClC=1C=CC(=C(C1)[C@]1(C(NC2=CC(=CC=C12)C(F)(F)F)=O)O)O |r| (±)-3-(5-chloro-2-hydroxyphenyl)-1,3-dihydro-3-hydroxy-6-(trifluoromethyl)-2H-indol-2-one